C(C)OC(CCC1=CN=CN1C[C@H]1OCC1)=O (S)-3-(1-(oxetan-2-ylmethyl)-1H-imidazol-5-yl)propionic acid ethyl ester